(2-Chloro-6-fluorophenyl)methanesulfonyl chloride ClC1=C(C(=CC=C1)F)CS(=O)(=O)Cl